(5-((4-cyanophenoxy)methyl)-1,3,4-thiadiazol-2-yl)-4-(2-fluoro-6-methoxy-3-(trifluoromethyl)phenyl)-6-methylnicotinamide C(#N)C1=CC=C(OCC2=NN=C(S2)C2=C(C(=O)N)C(=CC(=N2)C)C2=C(C(=CC=C2OC)C(F)(F)F)F)C=C1